BrC=1C(=NC=C(C1)F)[C@@H](CCC=C)NC1=CC=C(C=C1)OC (R)-N-(1-(3-bromo-5-fluoropyridin-2-yl)pent-4-en-1-yl)-4-methoxyaniline